O=C1N(CC2=CC(=CC=C12)O[C@H]1[C@H](CCC1)N1CC(C1)C=1C=NC=NC1)N1C(CCCC1=O)=O (1-oxo-5-(((cis)-2-(3-(pyrimidin-5-yl)azetidin-1-yl)cyclopentyl)oxy)isoindolin-2-yl)piperidine-2,6-dione